C(C)(C)(C)OC(=O)N1CCC(=CC1)C1=C(C(=CC=C1)O)[N+](=O)[O-] 4-(3-hydroxy-2-nitrophenyl)-3,6-dihydropyridine-1(2H)-carboxylic acid tert-butyl ester